ClC1=C(C=CC=C1N1ONC2=NC(=CN=C2O1)Cl)C=1C(=NC=CN1)C(=O)N (2-chloro-3-(7-chloro-2,4-dioxa-1,2-dihydropteridin-3(4H)-yl)phenyl)pyrazine-2-carboxamide